CC=1N=C(C2=C(N1)SC=C2)N methylthieno[2,3-d]pyrimidin-4-amine